2,4-Dichloro-6-fluoro-7-(2-fluoro-6-methoxyphenyl)-3-nitro-1,8-naphthyridine ClC1=NC2=NC(=C(C=C2C(=C1[N+](=O)[O-])Cl)F)C1=C(C=CC=C1OC)F